(2-bromophenyl)-2,4-dichloropyrimidine-5-carboxamide BrC1=C(C=CC=C1)C1=C(C(=NC(=N1)Cl)Cl)C(=O)N